FC1=C(C(=O)NC=2N(N=C3C2N=CC(=C3)[C@@H](C)O)C3=CC=CC=C3)C=C(C(=C1)C(F)(F)F)C1=NN(C=C1)C |o1:15| (R or S)-2-Fluoro-N-[6-(1-hydroxyethyl)-2-phenyl-2H-pyrazolo[4,3-b]pyridin-3-yl]-5-(1-methyl-1H-pyrazol-3-yl)-4-(trifluoromethyl)benzamide